N1(CCOCC1)C1=NC=CC=C1C(=O)NC=1SC(=NN1)OCC1CCO1 2-(morpholin-4-yl)-N-(5-((oxetan-4-yl)methoxy)-1,3,4-thiadiazol-2-yl)pyridine-3-carboxamide